O=S1(CC(CC1)NC(=O)C1=CC2=C(N(C(=N2)NC=2SC3=C(N2)C=CC(=C3)OC(F)(F)F)C)C=C1)=O 1-Methyl-2-(6-trifluoromethoxy-benzothiazol-2-ylamino)-1H-benzoimidazole-5-carboxylic acid (1,1-dioxo-tetrahydro-1λ6-thiophen-3-yl)-amide